4-(2-(4-butoxybenzenesulfonamido)ethyl)benzoic acid C(CCC)OC1=CC=C(C=C1)S(=O)(=O)NCCC1=CC=C(C(=O)O)C=C1